N-(3-(1-amino-3-(2-bromoacetamido)propyl)-4-fluorophenyl)-4-cyclopropyl-2-(4-fluoro-2-methylphenoxy)-5-(trifluoromethyl)benzamide NC(CCNC(CBr)=O)C=1C=C(C=CC1F)NC(C1=C(C=C(C(=C1)C(F)(F)F)C1CC1)OC1=C(C=C(C=C1)F)C)=O